COC=1C=C(C=CC1OC)C=1NC2=CC=C(C=C2C1C(C)C)OCC(=O)N1CCC(CC1)OC1CCNCC1 2-((2-(3,4-dimethoxyphenyl)-3-isopropyl-1H-indol-5-yl)oxy)-1-(4-(piperidin-4-yloxy)piperidin-1-yl)ethan-1-one